FC1=C(C(=CC=C1)NC)N 3-fluoro-N1-methylbenzene-1,2-diamine